CC=1C=C(C=CC1C1CCN(CC1)C)NC1=NC=C(C=N1)C#N [3-methyl-4-(1-methylpiperidin-4-yl)phenyl]aminopyrimidine-5-carbonitrile